(N-(4-amino-5-benzoyl-thiazol-2-yl)-3-fluoro-anilino)propanamide Ethyl-5-(tetrahydro-2H-pyran-4-yl)-1H-indole-2-carboxylate C(C)OC(=O)C=1NC2=CC=C(C=C2C1)C1CCOCC1.NC=1N=C(SC1C(C1=CC=CC=C1)=O)N(C1=CC(=CC=C1)F)C(C(=O)N)C